Cl.Cl.NC1=CC=C(C(=N1)C)CNC([C@H](C)NC(=O)C1NCCC(C1)C1=CC=CC=C1)=O N-((S)-1-(((6-amino-2-methylpyridin-3-yl)methyl)amino)-1-oxopropan-2-yl)-4-phenylpiperidine-2-carboxamide dihydrochloride